O=C1NC(CCC1C1=C(C=C(C=C1F)N1CC(C1)NC(OC1CN(C1)C(C1=CC=CC=C1)=O)=O)F)=O 1-benzoylazetidin-3-yl (1-(4-(2,6-dioxopiperidin-3-yl)-3,5-difluorophenyl)azetidin-3-yl)carbamate